BrC=1C(=C(SC1)C(=O)OC)C(F)(F)F methyl 4-bromo-3-(trifluoromethyl)thiophene-2-carboxylate